S(=O)(=O)(O)CC(=O)N[C@@H](CCCCN)C(=O)O (2-sulfoacetyl)-L-lysine